6-carboxy-2-(4-fluorophenyl)-3-(methylsulfonyl)pyridine 1-oxide C(=O)(O)C1=CC=C(C(=[N+]1[O-])C1=CC=C(C=C1)F)S(=O)(=O)C